ethyl-4-phenylbutanamide C(C)C(C(=O)N)CCC1=CC=CC=C1